ClC=1N=C(C2=C(N1)N(C=C2)COCC[Si](C)(C)C)N2OCC[C@@H]2C2=CC=CC=C2 (R)-2-(2-chloro-7-((2-(trimethylsilyl)ethoxy)methyl)-7H-pyrrolo[2,3-d]pyrimidin-4-yl)-3-phenylisooxazolidine